C1(CC1)C1=CC2=C(C(NC2)=O)S1 2-cyclopropyl-4H-thieno[2,3-c]pyrrol-6(5H)-one